L-glutamyl-D-alanine N[C@@H](CCC(=O)O)C(=O)N[C@H](C)C(=O)O